COC(CN1CC(CC1=O)C(=O)OC)=O methyl 1-(2-methoxy-2-oxoethyl)-5-oxopyrrolidine-3-carboxylate